(S)-benzyl 2-(chlorocarbonyloxy)propanoate ClC(=O)O[C@H](C(=O)OCC1=CC=CC=C1)C